C1(CCCCC1)C1=C(C=CC(=C1)F)N(C(CC(C)(C)C)=O)C1=CC=C(C2=NON=C21)[N+](=O)[O-] N-(2-cyclohexyl-4-fluorophenyl)-3,3-dimethyl-N-(7-nitrobenzo[c][1,2,5]oxadiazol-4-yl)butanamide